(2R,5S)-4-(7-bromo-8-fluoro-2-(((2R,7aR)-2-fluorotetrahydro-1H-pyrrolizin-7a(5H)-yl)methoxy)-6-(trifluoromethyl)quinazolin-4-yl)-2,5-dimethylpiperazine-1-carboxylate BrC1=C(C=C2C(=NC(=NC2=C1F)OC[C@@]12CCCN2C[C@@H](C1)F)N1C[C@H](N(C[C@@H]1C)C(=O)[O-])C)C(F)(F)F